C(C)OC(=O)C=1C=NN2C1N=CC=C2N(CC2=CC=CC=C2)CC2=CC=CC=C2 7-(dibenzylamino)pyrazolo[1,5-a]pyrimidine-3-carboxylic acid ethyl ester